(Z)-2-cyano-3-(6-(piperidin-1-yl)naphthalen-2-yl)-N-(2,4,5-trihydroxy-6-(hydroxymethyl)tetrahydro-2H-pyran-3-yl)acrylamide C(#N)/C(/C(=O)NC1C(OC(C(C1O)O)CO)O)=C/C1=CC2=CC=C(C=C2C=C1)N1CCCCC1